5-chloro-N-((1r,4r)-4-((3-(4-chlorophenyl)-3-hydroxy-2-oxoindolin-1-yl)methyl)cyclohexyl)-2-(difluoromethyl)nicotinamide ClC=1C=NC(=C(C(=O)NC2CCC(CC2)CN2C(C(C3=CC=CC=C23)(O)C2=CC=C(C=C2)Cl)=O)C1)C(F)F